CC1=C2C=CC=C(C2=C(C3=C1C[C@H]4[C@@H](C(=O)C(=C([C@]4(C3=O)O)[O-])C(=O)N)[NH3+])O)O The molecule is a zwtterion obtained by transfer of a proton from the 2-hydroxy to the primary amino group of 4-amino-4-de(dimethylamino)anhydrotetracycline. It is the major microspecies at pH 7.3 (according to Marvin v 6.2.0.). It is a tautomer of a 4-amino-4-de(dimethylamino)anhydrotetracycline.